3-(4-tert-butylphenyl)-1-phenylpropan-2-yn-1-one-O-methyl oxime CON=C(C#CC1=CC=C(C=C1)C(C)(C)C)C1=CC=CC=C1